2-methyl-3-chloropropyl-dimethyl-methoxysilane CC(C[Si](OC)(C)C)CCl